propylene glycol di-nonanoate C(CCCCCCCC)(=O)OCC(C)OC(CCCCCCCC)=O